(2R,4S)-1-tert-butoxycarbonyl-4-phenoxy-pyrrolidine-2-carboxylic acid C(C)(C)(C)OC(=O)N1[C@H](C[C@@H](C1)OC1=CC=CC=C1)C(=O)O